3-((2-phenylphenyl) imino)-2-phenylacrylate C1(=CC=CC=C1)C1=C(C=CC=C1)N=C=C(C(=O)[O-])C1=CC=CC=C1